S(=O)(=O)(C1=CC=C(C)C=C1)N=[N+]=[N-] tosylazide